4-((3'-(cyclopentyloxy)-[1,1'-biphenyl]-4-yl)oxy)-1H-1,2,3-triazole-5-carboxylic acid C1(CCCC1)OC=1C=C(C=CC1)C1=CC=C(C=C1)OC=1N=NNC1C(=O)O